ClCC1=CN(C2=CC(=CC=C12)F)C(=O)OC(C)(C)C tert-butyl 3-(chloromethyl)-6-fluoro-1H-indole-1-carboxylate